C(C1=CC=CC=C1)NC1=CC(=C(C(=C1)OC)OC)OC N-benzyl-3,4,5-trimethoxyaniline